FC1=C(C=C(C=C1)C1=CC(=NC=N1)C(=O)O)OC 6-(4-fluoro-3-methoxyphenyl)pyrimidine-4-carboxylic acid